ClC1=CCCCC1 2-chlorocyclohex-1-ene